3-(4-aminobenzyl)pyrrolidine-2,5-dione NC1=CC=C(CC2C(NC(C2)=O)=O)C=C1